C(C)C1=C(C(=C2C=CC=CC2=C1)C=1C(=C(C=C2C=CC=CC12)CC)O)O (R)-3,3'-diethyl-1,1'-binaphthyl-2,2'-diol